N,N-dimethyl-isopropylamine CN(C)C(C)C